3-((4-(2-methoxy-4-methylphenyl)pyrido[3,4-d]pyridazin-1-yl)amino)piperidine-1-carboxylic acid tert-butyl ester C(C)(C)(C)OC(=O)N1CC(CCC1)NC1=C2C(=C(N=N1)C1=C(C=C(C=C1)C)OC)C=NC=C2